OC1(CC(C1)NC(CN1N=C(N2C(C1=O)=CC1=C2N=CS1)C(C)C)=O)C N-((1s,3s)-3-Hydroxy-3-methylcyclobutyl)-2-(5-isopropyl-8-oxothiazolo[5',4':4,5]pyrrolo[1,2-d][1,2,4]triazin-7(8H)-yl)acetamide